NCC1=CC=C(C=C1)C=1N(N=C2C1N=CN(C2=O)CC2(CCN(CC2)C(CC(C2CC2)C2CC2)=O)O)C 3-(4-(Aminomethyl)phenyl)-6-((1-(3,3-dicyclopropylpropanoyl)-4-hydroxypiperidin-4-yl)methyl)-2-methyl-2H-pyrazolo[4,3-d]pyrimidin-7(6H)-one